Br.BrCCN 2-bromoethylamine hydrobromic acid salt